8-[2-(Cyclopropylmethoxy)-5-ethylsulfonylphenyl]-6-methyl-4H-pyrido[4,3-b][1,4]oxazin-3,5-dion C1(CC1)COC1=C(C=C(C=C1)S(=O)(=O)CC)C1=CN(C(C2=C1OCC(N2)=O)=O)C